FC=1C(=NC=C(C1)C)C=1C=C2C(=NC=NC2=C(C1)OC)N[C@H](C)C1=NOC(=N1)C 6-(3-Fluoro-5-methyl-2-pyridinyl)-8-methoxy-N-[(1R)-1-(5-methyl-1,2,4-oxadiazol-3-yl)ethyl]quinazolin-4-amine